C(C)(=O)NC(C(=O)NC1=CC=C(C=C1)C(C)(C)C)C1CCCC1 α-(Acetylamino)-N-[4-(1,1-dimethylethyl)phenyl]-cyclopentanacetamid